[Si](C)(C)(C(C)(C)C)OCC1(CC1)COC=1N=C(C2=C(N1)C(=C(N=C2)Cl)F)N2C[C@@](CCC2)(O)C (R)-1-(2-((1-(((tert-butyldimethylsilyl)oxy)methyl)cyclopropyl)methoxy)-7-chloro-8-fluoropyrido[4,3-d]pyrimidin-4-yl)-3-methylpiperidin-3-ol